bis[6-(N,N-Dimethylamino)-hexyl]amin CN(C)CCCCCCNCCCCCCN(C)C